4-(1-(cyclobutylmethyl)-1H-benzo[d]imidazol-2-yl)-6-methoxy-3-methylbenzene-1,2-diol C1(CCC1)CN1C(=NC2=C1C=CC=C2)C=2C(=C(C(=C(C2)OC)O)O)C